OC=1C=C(C(=O)N2CC3(C2)CC(C3)NC(=O)NCC3=CC=C(C=C3)OC)C=CC1 1-(2-(3-hydroxybenzoyl)-2-azaspiro[3.3]heptan-6-yl)-3-(4-methoxybenzyl)urea